4-chloro-5-(2-(4-(3-hydroxy-4-(3-(thien-3-ylethynyl)phenyl)butyl)-2-oxo-1,3,4-thiadiazin-3-yl)ethyl)thiophene-2-carboxylic acid ClC=1C=C(SC1CCN1C(SC=CN1CCC(CC1=CC(=CC=C1)C#CC1=CSC=C1)O)=O)C(=O)O